1-ethyl-N,N,N',N'-tetramethyl-1,2-azastannolidine-2,2-diamine C(C)N1[Sn](CCC1)(N(C)C)N(C)C